6-(2-amino-5-(1-(1-methylpiperidin-4-yl)-1H-pyrazol-4-yl)pyridin-3-yl)-3,4-dihydroisoquinolin-1(2H)-one NC1=NC=C(C=C1C=1C=C2CCNC(C2=CC1)=O)C=1C=NN(C1)C1CCN(CC1)C